CC1=NC2=CC=C(C(=C2NC1=O)C)CN1CCN(CC1)C=1C=CC(=NC1F)C(=O)NC([2H])([2H])[2H] 5-(4-((2,5-Dimethyl-3-oxo-4H-quinoxalin-6-yl)methyl)piperazin-1-yl)-6-fluoro-N-(methyl-d3)pyridine-2-carboxamide